C(CC(C)CCCC(C)CCCC(C)CCCC(C)C)(=O)OC[C@@H](OC(CC(C)CCCC(C)CCCC(C)CCCC(C)C)=O)CO 1,2-di-phytanoyl-sn-glycerol